The molecule is a tripeptide composed of L-glutamic acid, L-isoleucine and L-serine joined by peptide linkages. It has a role as a metabolite. It derives from a L-glutamic acid, a L-isoleucine and a L-serine. CC[C@H](C)[C@@H](C(=O)N[C@@H](CO)C(=O)O)NC(=O)[C@H](CCC(=O)O)N